methyl 2-chloro-4-methoxy-3,5,6-trimethylbenzoate ClC1=C(C(=O)OC)C(=C(C(=C1C)OC)C)C